3-isopropyl-6-(piperidin-4-ylthio)-N-(2-(trifluoromethoxy)benzyl)imidazo[1,2-b]pyridazin-8-amine, phosphoric acid salt P(O)(O)(O)=O.C(C)(C)C1=CN=C2N1N=C(C=C2NCC2=C(C=CC=C2)OC(F)(F)F)SC2CCNCC2